C[O-].[Cu+].C1(=CC=CC=C1)P(C1=CC=CC=C1)C1=CC=CC=C1 (triphenylphosphine) copper (I) methoxide